CN(CC(C)NC(=O)C=1C2=C(N=C(C1)C(C)C)N(N=C2)C(C)C)C N-[1-(dimethylamino)propan-2-yl]-1,6-bis(propan-2-yl)-1H-pyrazolo[3,4-b]pyridine-4-carboxamide